(S)-N-(4-cyclobutyl-3-(3,3-difluorocyclobutyl)-1-methyl-1H-pyrazol-5-yl)-4,4,4-trifluoro-3-methoxybutanamide C1(CCC1)C=1C(=NN(C1NC(C[C@@H](C(F)(F)F)OC)=O)C)C1CC(C1)(F)F